Methyl 2-(N-(tert-butyldimethylsilyl)sulfamoyl)-5-((dimethylamino)methyl)benzoate [Si](C)(C)(C(C)(C)C)NS(=O)(=O)C1=C(C(=O)OC)C=C(C=C1)CN(C)C